(2S,4R)-N-[(S)-(4-cyclopropyl-3-fluorophenyl)(phenyl)methyl]-4-fluoro-1-[2-(2-methyl-1H-1,3-benzodiazol-1-yl)acetyl]pyrrolidine-2-carboxamide C1(CC1)C1=C(C=C(C=C1)[C@@H](NC(=O)[C@H]1N(C[C@@H](C1)F)C(CN1C(=NC2=C1C=CC=C2)C)=O)C2=CC=CC=C2)F